FC(S(=O)(=O)O)(F)F.C(C)(C)(C)OC(=O)C(CCCCCCC)CC Decane-8-carboxylic acid tert-butyl ester trifluoromethanesulfonate